ClC=1C=C(C=CC1N1N=CC=N1)C1=NN(C(=C1C(=O)N)C(F)(F)F)C=1C=2C3=C(C(NC3=CC1)=O)C=CC2 (3-chloro-4-(2H-1,2,3-triazole-2-yl)phenyl)-1-(2-oxo-1,2-dihydrobenzo[cd]indol-6-yl)-5-(trifluoromethyl)-1H-pyrazole-4-carboxamide